O=C1NC(CCC1NC1=CC(=C(C=C1)C1CCN(CC1)C(=O)C1CCN(CC1)C(=O)OC(C)(C)C)F)=O tert-butyl 4-(4-(4-((2,6-dioxopiperidin-3-yl)amino)-2-fluorophenyl)piperidine-1-carbonyl)piperidine-1-carboxylate